CN1C(=[N+](C=C1)C)S(=O)(=O)[O-] 1-methyl-3-methylimidazoliumsulfonate